S-carboxy-L-cysteine C(=O)(O)SC[C@H](N)C(=O)O